ClC1=C2C(C=C(N(C2=C(C=N1)Cl)C1=C(C=CC=C1Cl)Cl)COC)=O 5,8-dichloro-1-(2,6-dichlorophenyl)-2-(methoxymethyl)-1,6-naphthyridin-4(1H)-one